C(C1CO1)OCCCCCCC(O[Si](OC)(OC)C)CCCCOCC1CO1 6-glycidyloxyhexyl-glycidyloxybutylmethyl-trimethoxysilane